4,5-dihydro-3H-pyrrol-2-ylamine N1=C(CCC1)N